1-(4-(4-(2,6-difluorobenzyl)-5-oxo-4,5-dihydro-1H-1,2,4-triazol-1-yl)-2-fluorobenzyl)-2,5-dimethyl-1H-imidazole-4-carboxylic acid ethyl ester C(C)OC(=O)C=1N=C(N(C1C)CC1=C(C=C(C=C1)N1N=CN(C1=O)CC1=C(C=CC=C1F)F)F)C